P(=O)(OCCCN1C(N(C(C=2N(C(=NC12)CCC1=CC(=CC=C1)OC)C)=O)CCC)=O)(O)O 3-(8-(3-Methoxyphenethyl)-7-methyl-2,6-dioxo-1-propyl-1,2,6,7-tetrahydro-3H-purin-3-yl)propyl dihydrogen phosphate